NC1=C2C(=CN=C1)N(C=C2C)C(=O)OC(C)(C)C Tert-butyl 4-amino-3-methyl-1H-pyrrolo[2,3-c]pyridine-1-carboxylate